CN1C=NC2=C1C=CC=C2C2=C(N=C(C=N2)NC2=CC=C(C=C2)N2CCOCC2)NCC#C 6-(1-methylbenzimidazol-4-yl)-3-(4-morpholinoanilino)-5-(prop-2-ynylamino)pyrazin